(E)-2-(4-chlorophenyl)-1-methyl-N-(4-(trifluoromethyl)phenyl)-6,7,8,9-tetrahydropyrido[1,2-a]pyrrolo[2,3-d]pyrimidine-4(1H)-imine ClC1=CC=C(C=C1)C1=CC/2=C(N=C3N(\C2=N\C2=CC=C(C=C2)C(F)(F)F)CCCC3)N1C